(S)-tert-butyl ((4-(N-(4-(cyclopentylmethoxy)-5-cyclopropyl-2-fluorobenzoyl)-sulfamoyl)morpholin-2-yl)methyl)carbamate C1(CCCC1)COC1=CC(=C(C(=O)NS(=O)(=O)N2C[C@@H](OCC2)CNC(OC(C)(C)C)=O)C=C1C1CC1)F